C12CNCC(CC1)N2C=2SC=1CN(CCC1N2)C(=O)C2=CC(=CC=C2)OC(F)(F)F (2-(3,8-diazabicyclo[3.2.1]octan-8-yl)-6,7-dihydrothiazolo[5,4-c]pyridin-5(4H)-yl)(3-(trifluoromethoxy)phenyl)methanone